ClC=1C(=CC2=C(C[C@](O2)(C2=CC=CC=C2)CNC([2H])([2H])[2H])C1)F (2S,4S)-5-Chloro-6-fluoro-2-(((methyl-d3)amino)methyl)-2-phenyl-2,3-dihydrobenzofuran